OCC1=C(C=C(C=C1)CCCCCCCCCCCCCCC)O 2-(hydroxymethyl)-5-pentadecylphenol